6-cyclopropyl-3-ethylsulfonyl-pyrazolo[1,5-a]pyridin-2-amine C1(CC1)C=1C=CC=2N(C1)N=C(C2S(=O)(=O)CC)N